N-(cyclopropylmethyl)-5-methyl-1-(3-methylbutan-2-yl)-N-(pyridazin-4-yl)-1H-pyrazole-4-carboxamide C1(CC1)CN(C(=O)C=1C=NN(C1C)C(C)C(C)C)C1=CN=NC=C1